1-{2-[4-(azetidin-1-yl)-2H-1,2,3-triazol-2-yl]acetyl}-N-[(5-cyclopropyl-6-fluoropyridin-2-yl)(phenyl)methyl]-4-fluoropyrrolidine-2-carboxamide N1(CCC1)C1=NN(N=C1)CC(=O)N1C(CC(C1)F)C(=O)NC(C1=CC=CC=C1)C1=NC(=C(C=C1)C1CC1)F